(4-(6-(1H-benzo[d]imidazol-2-yl)pyridinyl)piperazin-1-yl)(1H-indazol-3-yl)methanone N1C(=NC2=C1C=CC=C2)C2=CC=CC(=N2)N2CCN(CC2)C(=O)C2=NNC1=CC=CC=C21